FC=1C(=C(C#N)C(=CC1)F)OC=1C=C2C(N(C=NC2=CC1)C=1C=NC(=NC1)SC)=O 3,6-difluoro-2-({3-[2-(methylsulfanyl)pyrimidin-5-yl]-4-oxoquinazolin-6-yl}oxy)benzonitrile